(E)-1-fluoro-3-((2-(4-(5-(methylamino)pyrazin-2-yl)but-1-en-3-yn-1-yl)benzo[d]thiazol-6-yl)oxy)propan-2-ol FCC(COC1=CC2=C(N=C(S2)\C=C\C#CC2=NC=C(N=C2)NC)C=C1)O